C(C)OC(C(=NO)C1CC2(C3=CC=C(C=C3C1=O)Br)C(C2C)F)=O ethyl-2-(6'-bromo-2-fluoro-3-methyl-4'-oxo-3',4'-dihydro-2'H-spiro[cyclopropane-1,1'-naphthalen]-3'-yl)-2-(hydroxyimino)acetate